2-(3-chloro-4-fluorophenoxy)-N-{(3S)-4-[2-(3,4-dichlorophenoxy)acetamido]-3-hydroxybicyclo[2.2.2]octan-1-yl}acetamide ClC=1C=C(OCC(=O)NC23C[C@@H](C(CC2)(CC3)NC(COC3=CC(=C(C=C3)Cl)Cl)=O)O)C=CC1F